ClC=1C(=NC=CC1C1=NC(=C(C=C1)CCNCC1CCC(N1)=O)OC)C1=C(C(=CC=C1)NC1=NC=CC(=C1F)CNCCO)Cl 5-(((2-(3'-chloro-2'-(2-chloro-3-((3-fluoro-4-(((2-hydroxyethyl)amino)methyl)pyridin-2-yl)amino)phenyl)-6-methoxy-[2,4'-bipyridin]-5-yl)ethyl)amino)methyl)pyrrolidin-2-one